5-(6-oxa-2-aza-spiro[3.4]octan-2-yl)pyrazolo[1,5-a]pyrimidine-3-carboxamide C1N(CC12COCC2)C2=NC=1N(C=C2)N=CC1C(=O)N